(R)-2-(((benzyloxy)carbonyl)imino)-4-(4-(1-(difluoromethyl)-1H-pyrazol-4-yl)phenyl)-4-neopentyl-5-oxoimidazolidin C(C1=CC=CC=C1)OC(=O)N=C1NC([C@@](N1)(CC(C)(C)C)C1=CC=C(C=C1)C=1C=NN(C1)C(F)F)=O